N1C=CC2=C(C=CC=C12)CN1C(C(=CC(=C1)C(=O)N[C@H]1[C@@H](C1)CO)C(=O)NC)=O 1-((1H-indol-4-yl)methyl)-N5-((trans)-2-(hydroxymethyl)cyclopropyl)-N3-methyl-2-oxo-1,2-dihydropyridine-3,5-dicarboxamide